6-[5-acetyl-3-[7-(difluoromethyl)-6-(1-methylpyrazol-4-yl)-3,4-dihydro-2H-quinolin-1-yl]-6,7-dihydro-4H-pyrazolo[4,3-c]pyridin-1-yl]-2-azaspiro[3.3]heptan C(C)(=O)N1CC2=C(CC1)N(N=C2N2CCCC1=CC(=C(C=C21)C(F)F)C=2C=NN(C2)C)C2CC1(CNC1)C2